NC1=NC2=CC=C(C=C2C=C1C)C(=O)N(CC1=NC=C(C=C1)C(F)(F)F)[C@@H]1C[C@H](C2=CC=CC=C12)C 2-amino-3-methyl-N-((1R,3R)-3-methyl-2,3-dihydro-1H-inden-1-yl)-N-((5-(trifluoromethyl)-2-pyridinyl)methyl)-6-quinolinecarboxamide